(4-cyanophenyl)-4-hydroxyazepane-1-carboxylic acid tert-butyl ester C(C)(C)(C)OC(=O)N1C(CC(CCC1)O)C1=CC=C(C=C1)C#N